methyl 1-methylpyrrole-3-carboxylate CN1C=C(C=C1)C(=O)OC